C(C1=CC=CC=C1)(=O)C1=C(OC2=C1C=CC=C2)CC(C(=O)[O-])(C)Cl 2-((3-benzoylbenzofuran-2-yl) methyl)-2-chloropropionate